ClC=1C=NC(=C(C(=O)NC2CCC(CC2)CN2C(N(C3=C2C=CC=C3)C3=CC2=C(N(C(O2)=O)CC2CC2)C=C3)=O)C1)C 5-chloro-N-((1r,4r)-4-((3-(3-(cyclopropylmethyl)-2-oxo-2,3-dihydrobenzo[d]oxazol-6-yl)-2-oxo-2,3-dihydro-1H-benzo[d]imidazol-1-yl)methyl)cyclohexyl)-2-methylnicotinamide